4,5-dichloro-2-[1-[4-(hydroxymethyl)piperidin-1-yl]ethyl]phenol ClC1=CC(=C(C=C1Cl)O)C(C)N1CCC(CC1)CO